N'-(4-(2-(benzo[d]thiazol-2-ylthio)acetyl)-2,5-dimethylphenyl)-N,N-dimethylformimidamide S1C(=NC2=C1C=CC=C2)SCC(=O)C2=CC(=C(C=C2C)N=CN(C)C)C